5-(ethylsulfonyl)-N-methyl-6-(2-(trifluoromethyl)pyrazolo[1,5-a]pyrimidin-5-yl)pyridin-2-amine C(C)S(=O)(=O)C=1C=CC(=NC1C1=NC=2N(C=C1)N=C(C2)C(F)(F)F)NC